C[Si](C)(C)C#CC=1C=CC(=NC1)CNC1C(CCC1)C#N 2-(((5-((trimethylsilyl)ethynyl)pyridin-2-yl)methyl)amino)cyclopentane-1-carbonitrile